C/C(=C(\C(=O)O)/OC1=C(C=CC(=C1)C=1SC=C(N1)COCC)C)/OC.CC1=C2C(C=C(OC2=CC(=C1)C)C1=CC=C(C=C1)OC(=O)C)=O 5,7-dimethyl-4'-acetoxyl-flavone methyl-(Z)-2-[5-[4-(ethoxymethyl)thiazol-2-yl]-2-methyl-phenoxy]-3-methoxy-prop-2-enoate